CS(=O)(=O)N1CCC2(CC[C@@H]([C@H]2O)[C@@H]2N3C(C4=CC=CC=C24)=CN=C3)CC1 (1R,2R)-8-(methylsulfonyl)-2-((S)-5H-imidazo[5,1-a]isoindol-5-yl)-8-azaspiro[4.5]decan-1-ol